trimethyl-Glycerol (4R)-tert-butyl-3-fluoro-4-(2-((R)-1-hydroxyethyl)-6-(phenylsulfonyl)imidazo[4,5-d]pyrrolo[2,3-b]pyridin-1(6H)-yl)pyrrolidine-1-carboxylate C(C)(C)(C)C1N(C[C@H](C1F)N1C(=NC=2C1=C1C(=NC2)N(C=C1)S(=O)(=O)C1=CC=CC=C1)[C@@H](C)O)C(=O)OC(C(O)(CO)C)(C)C